OCCNC(OC1CCC(CC1)C(N(CC12CCC(CC1)(CC2)C2=CC(=C(C=C2)OC)C)C2=NC=CC(=C2)C=2N=C(OC2)C(C)(C)C)=O)=O 4-((4-(2-(tert-Butyl)oxazol-4-yl)pyridin-2-yl)((4-(4-methoxy-3-methylphenyl)bicyclo[2.2.2]octan-1-yl)methyl)carbamoyl)cyclohexyl (2-hydroxyethyl)trans-carbamate